OC[Se][Se]CO bis(hydroxymethyl) diselenide